CC(=CCC=1C(=C(C(=CC1O)CCCCC)S(=O)(=O)N[C@@H](C)C(=O)O)O)CCC=C(C)C ((3-(3,7-dimethylocta-2,6-dien-1-yl)-2,4-dihydroxy-6-pentylphenyl)sulfonyl)alanine